(2R)-N-((R)-(4-chlorophenyl)(2-(trifluoromethyl)pyrimidin-4-yl)methyl)-2-methyl-3-oxopiperazine-1-carboxamide ClC1=CC=C(C=C1)[C@@H](NC(=O)N1[C@@H](C(NCC1)=O)C)C1=NC(=NC=C1)C(F)(F)F